N-((2-fluorobenzyl)(methyl)(oxo)-λ6-sulfaneylidene)-5-(5-(trifluoromethyl)-1,2,4-oxadiazol-3-yl)picolinamide FC1=C(CS(=NC(C2=NC=C(C=C2)C2=NOC(=N2)C(F)(F)F)=O)(=O)C)C=CC=C1